S(=O)(=O)(O)SC1=NC=C2NC=NC2=N1.[Na] sodium sulfothiopurine